C1(CC1)C1=NN(C=N1)C1CC2(CN(C2)C(=O)N2CC(C2)OC=2N=NC(=CC2)C(F)(F)F)C1 (6-(3-cyclopropyl-1H-1,2,4-triazol-1-yl)-2-azaspiro[3.3]heptan-2-yl)(3-((6-(trifluoromethyl)pyridazin-3-yl)oxy)azetidin-1-yl)methanone